C(CN1C(=NC2=C1C=CC(=C2OC)C(N)=O)C2=C(C(=O)OC)C=CC(=C2)Cl)N2C(=NC1=C2C=CC(=C1OC)C(N)=O)C1=C(C(=O)OC)C=CC(=C1)Cl dimethyl 2,2'-(ethane-1,2-diylbis(5-carbamoyl-4-methoxy-1H-benzo[d]imidazole-1,2-diyl))bis(4-chlorobenzoate)